1-benzyl-3-hydroxymethyl-indazole C(C1=CC=CC=C1)N1N=C(C2=CC=CC=C12)CO